3-(3-Acetyl-6-amino-5-cyano-2-methyl-4H-pyran-4-yl)benzoic Acid C(C)(=O)C1=C(OC(=C(C1C=1C=C(C(=O)O)C=CC1)C#N)N)C